((R)-6-chlorochroman-4-yl)-2-(2,6-dioxopiperidin-3-yl)-3-oxo-2,3-dihydro-1H-indazole-6-carboxamide ClC=1C=C2[C@@H](CCOC2=CC1)N1N(C(C2=CC=C(C=C12)C(=O)N)=O)C1C(NC(CC1)=O)=O